C1(CC1)NS(=O)(=O)C=1C=NC2=CC(=CC(=C2C1NC=1C=C(C(=O)O)C=C(C1)OC1=CC(=CC(=C1)F)F)F)C=1C(=NC(=NC1)OC)OC 3-((3-(N-cyclopropylaminosulfonyl)-7-(2,4-dimethoxypyrimidin-5-yl)-5-fluoroquinolin-4-yl)amino)-5-(3,5-difluorophenoxy)benzoic acid